ClC=1C=C2C(=C(C=NC2=CC1)C1CCOCC1)NC1=C(C(=O)OC)C=C(C=C1)F methyl 2-[(6-chloro-3-tetrahydropyran-4-yl-4-quinolinyl) amino]-5-fluoro-benzoate